C(C)C=1C=CC(=NC1)CCOC1=CC=C(C=C1)CC1C(NC(S1)=O)=O 5-{[4-(2-(5-ethyl-2-pyridyl)ethoxy)phenyl]-Methyl}-thiazolidine-2,4-dione